N1(CCC1)C1=CC=C(C=N1)N 6-(azetidin-1-yl)pyridin-3-amine